6-tert-butyl-2,4-xylenol C(C)(C)(C)C=1C=C(C=C(C1O)C)C